C(CCC(=O)O)(=O)O.C(CCC(=O)OC)(=O)OCC1=CC=CC=C1 1-benzyl 4-methyl succinate (butanedioate)